5-chloro-3-((4-methoxy-3-(4-methylpiperazin-1-yl)phenyl)sulfonyl)-1H-indole ClC=1C=C2C(=CNC2=CC1)S(=O)(=O)C1=CC(=C(C=C1)OC)N1CCN(CC1)C